COC=1C=C2C(=NC(=NC2=CC1C#CCN1CCCC1)N1CCCC1)NC(CC1CCC(CC1)O)C 4-(2-((6-methoxy-2-(pyrrolidin-1-yl)-7-(3-(pyrrolidin-1-yl)prop-1-yn-1-yl)quinazolin-4-yl)amino)propyl)cyclohexan-1-ol